1-(3-((5-bromo-2-((1-(1-isobutylazetidin-3-yl)-1H-pyrazol-4-yl)amino)pyrimidin-4-yl)amino)propyl)piperidin-2-one BrC=1C(=NC(=NC1)NC=1C=NN(C1)C1CN(C1)CC(C)C)NCCCN1C(CCCC1)=O